(4-bromo-3-fluoro-phenyl)ethanone BrC1=C(C=C(C=C1)C(C)=O)F